1,2,3,4,4a,5-hexahydropyrazino[1',2':4,5][1,4]oxazino[2,3-c][1,8]naphthyridin-7(8H)-one C1CNCC2N1C1=C(C(NC=3N=CC=CC13)=O)OC2